N-[7-methoxy-4-(1-methyl-1H-pyrazol-4-yl)-1H-1,3-benzodiazol-2-yl]-4-[(4-methylpiperazin-1-yl)methyl]benzamide COC1=CC=C(C2=C1NC(=N2)NC(C2=CC=C(C=C2)CN2CCN(CC2)C)=O)C=2C=NN(C2)C